methyl (S,E)-(7-(dimethylamino)-1-((1-((4-isobutyl-2-methyl-5H-pyrrolo[3,2-d]pyrimidin-6-yl)methyl)-2-oxo-1,2-dihydropyridin-3-yl)amino)-1,7-dioxohept-5-en-2-yl)carbamate CN(C(/C=C/CC[C@@H](C(=O)NC=1C(N(C=CC1)CC1=CC=2N=C(N=C(C2N1)CC(C)C)C)=O)NC(OC)=O)=O)C